C(C)(C)NC1CCN(CC1)C1=C(N=C(S1)C1=NNC(=C1C(C)C)C=1C=C(C=2N(C1)N=CN2)OC)C N-isopropyl-1-(2-(4-isopropyl-5-(8-methoxy-[1,2,4]triazolo[1,5-a]pyridin-6-yl)-1H-pyrazol-3-yl)-4-methylthiazol-5-yl)piperidin-4-amine